C[C@H]1OCCC(C1)C1=NC2=CC=C(C=C2C=C1)CN1C[C@H](CC1)OC=1C=C2CN(C(C2=CC1)=O)C1C(NC(CC1)=O)=O 3-(5-(((3S)-1-((2-((2R)-2-Methyltetrahydro-2H-pyran-4-yl)quinolin-6-yl)methyl)-pyrrolidin-3-yl)oxy)-1-oxoisoindolin-2-yl)piperidine-2,6-dione